5-((7-((6-(2,3-dihydro-4H-1,4-oxazin-4-yl)pyridazin-3-yl)amino)-3-methyl-3H-imidazo[4,5-b]pyridin-5-yl)oxy)-4-methylpicolinonitrile O1CCN(C=C1)C1=CC=C(N=N1)NC1=C2C(=NC(=C1)OC=1C(=CC(=NC1)C#N)C)N(C=N2)C